ClC1=C(C=C(C=C1)NC=1C2=C(N=CN1)C(=NC=N2)NN)C(F)(F)F N-(4-chloro-3-(trifluoromethyl)phenyl)-8-hydrazineylpyrimido[5,4-d]pyrimidin-4-amine